ClC=1C=C2C=C(NC2=CC1C1=NC=C(N=C1)C#N)CNC(C)=O N-((5-chloro-6-(5-cyanopyrazin-2-yl)-1H-indol-2-yl)methyl)acetamide